ClC1=CC(=C(C(=C1)C1=CC=CC=C1)C1=CC=C(C=C1)C(F)(F)F)C1=CC=CC=C1 5'-chloro-3'-phenyl-4''-(trifluoromethyl)-1,1':2',1''-terphenyl